COC(=O)C1=CNC=C1CC(=O)OC 4-(2-methoxy-2-oxo-ethyl)-1H-pyrrole-3-carboxylic acid methyl ester